(2R,5S)-2-ethyl-5-methyl-2,3-dihydropyrido[2,3-f][1,4]oxazepine-4(5H)-carboxylic acid tert-butyl ester C(C)(C)(C)OC(=O)N1C[C@H](OC2=C([C@@H]1C)N=CC=C2)CC